N1=C(C=CC=C1)C(C#C)O 1-(2-pyridyl)-2-propyn-1-ol